COC=1C=C(C=C(C1)OC)C#CC=1C=C(N2N=CN=C(C21)N)C2CN[C@H](C2)COC 5-((3,5-dimethoxyphenyl)ethynyl)-7-((5R)-5-(methoxymethyl)pyrrolidin-3-yl)pyrrolo[2,1-f][1,2,4]Triazin-4-amine